Potassium 5-(4-cyanophenyl)-3-(2,4-difluorophenyl)-2-methylpyrazolo[1,5-a]pyrimidin-7-ol C(#N)C1=CC=C(C=C1)C1=NC=2N(C(=C1)O)N=C(C2C2=C(C=C(C=C2)F)F)C.[K]